C(=O)O.C(=O)O.C(C)(C)(C)NC1CN(CC1)C=1N=NC(=CN1)C1=NC=C(C=C1O)C=1C=NNC1 2-{3-[3-(tert-butylamino)pyrrolidin-1-yl]-1,2,4-triazin-6-yl}-5-(1H-pyrazol-4-yl)pyridin-3-ol diformate